2-oxo-N-phenyl-4-(o-tolyl)-2H-chromene-7-carboxamide O=C1OC2=CC(=CC=C2C(=C1)C1=C(C=CC=C1)C)C(=O)NC1=CC=CC=C1